ClC=1C(N(C=C(C1C)C=1NC2=CC=C(C=C2C1C(C)C)C1CCNCC1)C)=O 3-chloro-5-(3-isopropyl-5-(piperidin-4-yl)-1H-indol-2-yl)-1,4-dimethylpyridin-2(1H)-one